OC1N(C(C[C@H]1CCC)=O)C(C(=O)N)CC 2-((3R)-2-hydroxy-5-oxo-3-propylpyrrolidin-1-yl)butanamide